2-methylbutanoyl cyclohexylcarbonoyl peroxide C1(CCCCC1)C(=O)OOC(C(CC)C)=O